(1R,2R)-2-aminocyclopentan-1-ol N[C@H]1[C@@H](CCC1)O